1,4-dibromo-2,5-divinylbenzene BrC1=C(C=C(C(=C1)C=C)Br)C=C